2-[3-(4-Chloro-3-fluorophenyl)-1-ethyl-1H-1,2,4-triazol-5-yl]-N-[(3,5-dimethylphenyl)methyl]acetamid ClC1=C(C=C(C=C1)C1=NN(C(=N1)CC(=O)NCC1=CC(=CC(=C1)C)C)CC)F